2,6-difluoro-N-(5-(2-methylbenzo[d]oxazol-6-yl)pyrazin-2-yl)benzamide FC1=C(C(=O)NC2=NC=C(N=C2)C2=CC3=C(N=C(O3)C)C=C2)C(=CC=C1)F